FC(C(C(C(C(C(C(F)(F)F)(F)F)(F)F)F)F)(F)F)(F)F 1,1,1,2,2,3,4,5,5,6,6,7,7,7-tetradecafluoroheptane